phenoxysuccinic acid O(C1=CC=CC=C1)C(C(=O)O)CC(=O)O